triisobutyl orthobutyrate C(CCC)(OCC(C)C)(OCC(C)C)OCC(C)C